BrC1=NC=C(C=C1)O[Si](C)(C)C(C)(C)C 2-bromo-5-[(tert-butyldimethylsilyl)oxy]pyridine